dodecanoic peroxyanhydride C(CCCCCCCCCCC)(=O)OOC(CCCCCCCCCCC)=O